3-(5-((5-(((2R,3as,5S,6as)-hexahydro-2,5-methanopentalen-3a(1H)-yl)amino)pentyl)amino)-2-methyl-4-oxoquinazolin-3(4H)-yl)piperidine-2,6-dione C1[C@@H]2CC3(C[C@H](CC13)C2)NCCCCCNC2=C1C(N(C(=NC1=CC=C2)C)C2C(NC(CC2)=O)=O)=O